phenylicosane-1,3-dione CCCCCCCCCCCCCCCCCC(=O)CC(=O)C1=CC=CC=C1